tert-butyl 5-(2-methoxyacetylamino)-3,4-dihydroisoquinoline-2(1H)-carboxylate COCC(=O)NC1=C2CCN(CC2=CC=C1)C(=O)OC(C)(C)C